5-((5-(4-(2,2-bis(4-methoxyphenyl)-1-phenylvinyl)phenyl)thiophen-2-yl)methylene)3-Ethyl-2-thioxothiazolidine COC1=CC=C(C=C1)C(=C(C1=CC=CC=C1)C1=CC=C(C=C1)C1=CC=C(S1)C=C1CN(C(S1)=S)CC)C1=CC=C(C=C1)OC